2-(8-(chloromethyl)isoquinolin-6-yl)-N-(3,4-dimethylisoxazol-5-yl)-N-(methoxymethyl)benzenesulfonamide ClCC=1C=C(C=C2C=CN=CC12)C1=C(C=CC=C1)S(=O)(=O)N(COC)C1=C(C(=NO1)C)C